NC=1C(=CC(=NC1)C(F)F)O 5-amino-2-(difluoromethyl)pyridin-4-ol